7,8-dichloro-2-(chloromethyl)quinazolin-4(3H)-one ClC1=CC=C2C(NC(=NC2=C1Cl)CCl)=O